(2R,4S)-1-(tert-butoxycarbonyl)-4-(3-(cyclopropylmethoxy)-4-(difluoromethoxy)phenyl)pyrrolidine-2-carboxylic acid C(C)(C)(C)OC(=O)N1[C@H](C[C@H](C1)C1=CC(=C(C=C1)OC(F)F)OCC1CC1)C(=O)O